C/C/1=C(/C[C@@H]2C[C@H]2CC[C@H]1OC(=O)OC1=CC=C(C=C1)[N+](=O)[O-])\C Dimethyl-(1S,5R,8R,Z)-5-(((4-nitrophenoxy)carbonyl)oxy)bicyclo[6.1.0]non-3-ene